C1(CC1)N1N=C(C=C1)S(=O)(N)=NC(NC1=C2C(=NC(=C1C1CC1)C1CC1)CCC2)=O 1-Cyclopropyl-N'-((2,3-dicyclopropyl-6,7-dihydro-5H-cyclopenta[b]pyridin-4-yl)carbamoyl)-1H-pyrazole-3-sulfonimidamide